(R)-7-((6-(2-(dimethyl-amino)ethyl)-5-(tetrahydrofuran-3-yl)pyridin-2-yl)amino)-4-(7-fluoro-imidazo[1,2-a]pyridin-3-yl)isoindolin-1-one CN(CCC1=C(C=CC(=N1)NC=1C=CC(=C2CNC(C12)=O)C1=CN=C2N1C=CC(=C2)F)[C@@H]2COCC2)C